CC1=C(C=NC=C1)B(O)O 4-methylpyridin-3-ylboronic acid